tris(di-nonyl phenyl) phosphite P(OC1=C(C(=CC=C1)CCCCCCCCC)CCCCCCCCC)(OC1=C(C(=CC=C1)CCCCCCCCC)CCCCCCCCC)OC1=C(C(=CC=C1)CCCCCCCCC)CCCCCCCCC